(E)-N'-[4-chloro-5-(difluoromethoxy)-2-iodophenyl]-N,N-dimethylmethanimidamide ClC1=CC(=C(C=C1OC(F)F)/N=C/N(C)C)I